5-(4-(4-(3-amino-6-(2-hydroxyphenyl)pyridazin-4-yl)phenyl)piperidin-1-yl)-2-(2,6-dioxopiperidin-3-yl)isoindoline-1,3-dione NC=1N=NC(=CC1C1=CC=C(C=C1)C1CCN(CC1)C=1C=C2C(N(C(C2=CC1)=O)C1C(NC(CC1)=O)=O)=O)C1=C(C=CC=C1)O